NCCCCC(=O)O Delta-aminopentanoic acid